1,2,4-triazol-1-yl-methylphosphonic acid N1(N=CN=C1)CP(O)(O)=O